BrC1=CC(=CC=C1)C(CCC(C)(C)C)(F)F 1-bromo-3-(1,1-difluoro-4,4-dimethylpentyl)benzene